CC1=NNC2=CC(=CC=C12)/C=C/C(=O)NC1C(COC2=CC=CC=C12)C (E)-3-(3-methyl-1H-indazol-6-yl)-N-(3-methylchroman-4-yl)acrylamide